5-(((trans-3-(3-cyclopropyl-4-(5-fluoro-1,7-naphthyridin-8-yl)-1H-pyrazol-1-yl)cyclobutyl)methyl)amino)-2-(2,6-dioxopiperidin-3-yl)isoindoline-1,3-dione C1(CC1)C1=NN(C=C1C=1N=CC(=C2C=CC=NC12)F)[C@@H]1C[C@H](C1)CNC=1C=C2C(N(C(C2=CC1)=O)C1C(NC(CC1)=O)=O)=O